COC1=CC=C(C=C1)C(OC[C@@H]1[C@H]([C@H]([C@@H](C1)N1C(NC(C=C1)=O)=O)OC)O[Si](C)(C)C(C)(C)C)(C1=CC=CC=C1)C1=CC=C(C=C1)OC 1-((1R,2S,3R,4R)-4-((bis(4-methoxyphenyl)(phenyl)methoxy)methyl)-3-((tert-butyldimethylsilyl)oxy)-2-methoxycyclopentyl)pyrimidine-2,4(1H,3H)-dione